2-carbonyl-4-(hydroxymethylphosphono)butyric acid C(=O)=C(C(=O)O)CCP(=O)(OCO)O